NC1CC2(C1)CC(C2)C(=O)OC(C)C2=CC=CC=C2 1-phenylethyl trans-(S)-2-aminospiro[3.3]heptane-6-carboxylate